tert-Butyl 3-(4-amino-2,3-dichlorophenoxy)-1H-pyrazole-1-carboxylate NC1=C(C(=C(OC2=NN(C=C2)C(=O)OC(C)(C)C)C=C1)Cl)Cl